C(C)(C)(C)OC(=O)N(CCCCOCCOC1=NC=2C=C(C=CC2C2=C1N=C(N=C2)NC)C(=O)O)CC2=CC(=C(C=C2)OC(F)(F)F)Cl 5-(2-(4-((Tert-butoxycarbonyl)(3-chloro-4-(trifluoromethoxy)benzyl)amino)butoxy)ethoxy)-3-(methylamino)pyrimido[4,5-c]quinoline-8-carboxylic acid